(6S)-2-(hydroxymethyl)-2-(methoxymethyl)-6-(4-(trifluoromethyl)phenyl)quinuclidin-3-one tert-butyl-2-(2-bromophenyl)pyrrolidine-1-carboxylate C(C)(C)(C)OC(=O)N1C(CCC1)C1=C(C=CC=C1)Br.OCC1(N2[C@@H](CC(C1=O)CC2)C2=CC=C(C=C2)C(F)(F)F)COC